OCNC(=O)NCO 1,3-di(hydroxymethyl)urea